Cyclopentenylboronic acid C1(=CCCC1)B(O)O